4-bromo-7-fluoro-benzo[d]thiazol-2-amine hydrobromide Br.BrC1=CC=C(C2=C1N=C(S2)N)F